5-benzyl-2-bromo-3-ethoxy-5,6-dihydro-4H-thieno[2,3-c]pyrrol-4-one C(C1=CC=CC=C1)N1CC2=C(C1=O)C(=C(S2)Br)OCC